3-(3-methyl-5-{6-[(methylamino)methyl]pyridin-3-yl}-2-oxo-1,3-benzodiazol-1-yl)piperidine-2,6-dione CN1C(N(C2=C1C=C(C=C2)C=2C=NC(=CC2)CNC)C2C(NC(CC2)=O)=O)=O